C(C)(C)(C)OC(=O)NCCN=C=S 2-(N-tert-Butoxycarbonylamino)ethyl isothiocyanate